sulphate gold salt [Au+3].S(=O)(=O)([O-])[O-].S(=O)(=O)([O-])[O-].S(=O)(=O)([O-])[O-].[Au+3]